COCCCOC=1N=CC(=NC1)C=1C=C(C=CC1)C(C)(C)NC(OC1CN2CCC1CC2)=O Quinuclidin-3-yl (2-(3-(5-(3-methoxypropoxy)pyrazin-2-yl)phenyl)propan-2-yl)carbamate